OC[C@@H](CC(C)C)NC1=NC(=NC(=N1)C[C@H](C)C=1C=NC(=CC1)OC)NS(=O)(=O)C N-(4-(((R)-1-hydroxy-4-methylpent-2-yl)amino)-6-((S)-2-(6-methoxypyridin-3-yl)propyl)-1,3,5-triazin-2-yl)methanesulfonamide